1-Cyclopropyl-3-(1-(2,5-difluorophenyl)-4-(trimethylsilyl)but-3-yn-1-yl)pyridine C1(CC1)N1CC(=CC=C1)C(CC#C[Si](C)(C)C)C1=C(C=CC(=C1)F)F